(S)-2-methyl-N-((R)-1-(2-methyl-3-(trifluoromethyl)phenyl)prop-2-yn-1-yl)propane-2-sulfinamide CC(C)(C)[S@](=O)N[C@H](C#C)C1=C(C(=CC=C1)C(F)(F)F)C